uranium diacetate C(C)(=O)[O-].C(C)(=O)[O-].[U+2]